C(=O)O.COC1=C(C=C(C=C1)N(C=1C=C2C(=NC(=NC2=CC1)C)N[C@H](C)C1=CC(=CC=C1)C(F)(F)F)C)CC(=O)N(C)C (R)-2-(2-methoxy-5-(methyl(2-methyl-4-((1-(3-(trifluoromethyl)phenyl)ethyl)amino)quinazoline-6-yl)amino)phenyl)-N,N-dimethylacetamide formate